trithioisocyanate fluorophosphate P(=O)(O)(O)F.S(SSN=C=O)N=C=O